The molecule is conjugate base of (3R)-3-hydroxy-L-aspartic acid arising from deprotonation of the two carboxy groups and protonation of the amino group; major species at pH 7.3. It is a L-alpha-amino acid anion and a dicarboxylic acid anion. It is a conjugate base of a (3R)-3-hydroxy-L-aspartic acid. It is an enantiomer of a (3S)-3-hydroxy-D-aspartate(1-). [C@H]([C@H](C(=O)[O-])O)(C(=O)[O-])[NH3+]